N,N-dibutylnaphthalen-1-amine C(CCC)N(C1=CC=CC2=CC=CC=C12)CCCC